ammonium 3-[(2,3-dihydrothieno[3,4-b]-[1,4]dioxin-2-yl)methoxy]-1-methyl-1-propane-sulfonate O1C=2C(OCC1COCCC(S(=O)(=O)[O-])C)=CSC2.[NH4+]